2-(((1s,3s)-3-(((2-bromo-5-(trifluoromethyl)pyrazolo[1,5-a]pyrimidin-7-yl)amino)methyl)-3-phenylcyclobutyl)amino)ethan-1-ol BrC1=NN2C(N=C(C=C2NCC2(CC(C2)NCCO)C2=CC=CC=C2)C(F)(F)F)=C1